perhydro1,5-naphthyridine N1CCCC2NCCCC12